C(C1=CC=CC=C1)(=O)C=1C(=CC=C(C1)C=1C(=C(C(=O)C2=CC=CC=C2)C=CC1OC)O)O 5-benzoyl-4-hydroxy-phenyl-2-hydroxy-4-methoxybenzophenone